cinnamoyl-valine C(C=CC1=CC=CC=C1)(=O)N[C@@H](C(C)C)C(=O)O